Perfluorooct-1-ene FC(=C(C(C(C(C(C(C(F)(F)F)(F)F)(F)F)(F)F)(F)F)(F)F)F)F